C(C)OP(=O)(OCC)C1=C(C=CC(=C1)CO)O 2-diethoxyphosphoryl-4-(hydroxymethyl)phenol